2-(4-Fluorophenyl)-N-[4-(3-phenyl-1H-pyrrolo[3,2-b]pyridin-2-yl)pyridin-2-yl]propanamid FC1=CC=C(C=C1)C(C(=O)NC1=NC=CC(=C1)C1=C(C2=NC=CC=C2N1)C1=CC=CC=C1)C